CN1N=C2N=CC(=CC2=C1)C1=CN=C2C(=N1)C=NC(=C2)C(=O)N2CCCCC2 (3-(2-methyl-2H-pyrazolo[3,4-b]pyridin-5-yl)pyrido[3,4-b]pyrazin-7-yl)(1-piperidinyl)methanone